1-(Cyclobutyl-methyl)-8-(methyl-propyl-amino)-8-phenyl-1,3-diazaspiro[4.5]decan-2-one C1(CCC1)CN1C(NCC12CCC(CC2)(C2=CC=CC=C2)N(CCC)C)=O